(1R,2R)-2-(4-((1H-imidazol-1-yl)methyl)-2-chlorophenyl)cyclopropane-1-carboxylic acid N1(C=NC=C1)CC1=CC(=C(C=C1)[C@H]1[C@@H](C1)C(=O)O)Cl